β-methyl-β-propiolactone CC1CC(=O)O1